2-[(tert-butoxy)carbonyl]amino-5,5,5-trifluoropentanoic acid C(C)(C)(C)OC(=O)NC(C(=O)O)CCC(F)(F)F